2-cyclopropyl-N-(2-(3,3-difluoropyrrolidin-1-yl)-4-(2-fluorophenyl)pyridin-3-yl)oxazole-5-carboxamide C1(CC1)C=1OC(=CN1)C(=O)NC=1C(=NC=CC1C1=C(C=CC=C1)F)N1CC(CC1)(F)F